(1R,2R)-2-fluoro-N-{7-[6-(2-hydroxypropyl)-4-methylpyridin-3-yl]-2,6-naphthyridin-3-yl}cyclopropane-1-carboxamide F[C@H]1[C@H](C1)C(=O)NC=1N=CC2=CC(=NC=C2C1)C=1C=NC(=CC1C)CC(C)O